C(C1=CC=CC=C1)OC=1C(=CC=C2NCC(NC12)=O)Br 8-(benzyloxy)-7-bromo-3,4-dihydroquinoxaline-2(1H)-on